methyl 3-allyloxy-4-[3-(tert-butoxycarbonylamino)cyclobutoxy]benzoate C(C=C)OC=1C=C(C(=O)OC)C=CC1OC1CC(C1)NC(=O)OC(C)(C)C